(rac)-7-pyrrolidin-3-yl-2-tetrahydropyran-4-yl-5H-pyrrolo[2,3-b]pyrazine, dihydrochloride Cl.Cl.N1C[C@H](CC1)C1=CNC2=NC=C(N=C21)C2CCOCC2 |r|